methyl 2-(1H-indol-5-yl)-2-methylpropanoate N1C=CC2=CC(=CC=C12)C(C(=O)OC)(C)C